C(C)O[C@@H]1C[C@H](C1)NC(=O)C=1C=NC(=CC1)OCC=1C(=NOC1C)C=1C=NC(=CC1)C trans-N-(3-ethoxycyclobutyl)-6-((5-methyl-3-(6-methylpyridin-3-yl)isoxazol-4-yl)methoxy)pyridine-3-carboxamide